4-[6-(2-ethyl-phenyl)-3-hydroxy-pyridin-2-yl]-4-oxo-butyric acid ethyl ester C(C)OC(CCC(=O)C1=NC(=CC=C1O)C1=C(C=CC=C1)CC)=O